4-(5-fluoro-1H-pyrrolo[2,3-b]pyridin-4-yl)piperidin-4-ol FC=1C(=C2C(=NC1)NC=C2)C2(CCNCC2)O